FC=1C=C(C=NC1)C1CC2(CN(C2)C(=O)OC(C)(C)C)C1 tert-butyl 6-(5-fluoro-3-pyridinyl)-2-azaspiro[3.3]heptane-2-carboxylate